COC1=C(C=CC=C1)NC=1N=CN=NC1C(=O)N 5-((2-methoxyphenyl)amino)-1,2,4-triazine-6-carboxamide